C(C)(C)(C)OC(=O)N1CC(C1)CN(C)C1=CC=C(C=C1)N 3-(((4-aminophenyl)(methyl)amino)methyl)azetidine-1-carboxylic acid tert-butyl ester